2-acetoxy-3-(propylcarbamoyl)benzoic acid C(C)(=O)OC1=C(C(=O)O)C=CC=C1C(NCCC)=O